ClC1=C(C=CC=C1)S(=O)(=O)NC(=O)NC1=NC(=NC(=N1)OC)C 2-chloro-N-((4-methoxy-6-methyl-1,3,5-triazin-2-yl)aminocarbonyl)benzenesulfonamide